(R)-3-(3-fluoro-4-(6-(2-methyl-2H-tetrazol-5-yl)pyridin-3-yl)phenyl)-5-(1-hydroxy-2-fluoroethyl)oxazolidin-2-one FC=1C=C(C=CC1C=1C=NC(=CC1)C=1N=NN(N1)C)N1C(O[C@H](C1)C(CF)O)=O